C(C)(C)(C)OC(=O)N1CCN(CC1)CC1=CC=C(C=C1)NCCC1=CC=CC=C1 4-(4-(phenethylamino)benzyl)piperazine-1-carboxylic acid tert-butyl ester